6-(3,4-Dichloro-phenyl)-pyrimidine-4-carboxylic acid (tetrahydro-pyran-4-ylmethyl)-amide O1CCC(CC1)CNC(=O)C1=NC=NC(=C1)C1=CC(=C(C=C1)Cl)Cl